(R)-3-Benzyl-4-(3-(2,4-difluoro-3-hydroxy-5-(trifluoromethyl)phenyl)-1-methyl-1H-pyrazolo[3,4-d]pyrimidin-6-yl)piperazine-1-carboxamide C(C1=CC=CC=C1)[C@@H]1CN(CCN1C1=NC=C2C(=N1)N(N=C2C2=C(C(=C(C(=C2)C(F)(F)F)F)O)F)C)C(=O)N